ClCCC\C=C/C(OCC)OCC (2Z)-6-chloro-1,1-diethoxy-2-hexene